ClC1=NC(=CC(=C1)C(C1CCC(CC1)NC(OCCS(C)(C)C)=O)(F)F)Cl 2-(trimethyl-λ4-sulfanyl)ethyl N-[4-[(2,6-dichloro-4-pyridyl)-difluoro-methyl]cyclohexyl]carbamate